(R)-1-(4-(7-(8-methylnaphthalen-1-yl)-2-(2-(pyrrolidin-1-ylmethyl)pyrrolidine-1-carbonyl)-5,6,7,8-tetrahydro-1,7-naphthyridin-4-yl)piperazin-1-yl)prop-2-en-1-one CC=1C=CC=C2C=CC=C(C12)N1CCC=2C(=CC(=NC2C1)C(=O)N1[C@H](CCC1)CN1CCCC1)N1CCN(CC1)C(C=C)=O